O[C@@H]1C[C@H](CC1)NC(=O)C1=CC(=C(N1)C(=O)NC)O[C@@H](C)C1=CC=CC=C1 N5-(trans-3-hydroxycyclopentyl)-N2-methyl-3-((S)-1-phenylethoxy)-1H-pyrrole-2,5-dicarboxamide